C1(=CC=C(C=C1)C=1C(NC2=CC=CC=C2N1)=O)C 3-(p-tolyl)quinoxalin-2(1H)-one